Cl.C12(C(=O)CC(CC1)C2(C)C)CS(=O)(=O)O camphorsulfonic acid hydrochloride